dihydroxy-2,3-dimethylbenzoic acid OC=1C(=C(C(=C(C(=O)O)C1)C)C)O